C(C(=C)C)(=O)OC(C(C(C)C)C)CCC 2,3-dimethyl-1-propylbutyl methacrylate